BrC=1C(=CC(N(C1)[C@H](C(=O)N[C@@H](CC(=O)OCC)C=1C=C(C=C(C1F)C1CC1)C1=C(C=C(C=C1OCCCC=C)C)C)CC=C)=O)C(F)(F)F Ethyl (S)-3-((S)-2-(5-bromo-2-oxo-4-(trifluoromethyl)pyridin-1(2H)-yl)pent-4-enamido)-3-(5-cyclopropyl-4-fluoro-2',4'-dimethyl-6'-(pent-4-en-1-yloxy)-[1,1'-biphenyl]-3-yl)propanoate